isobutyl angelate (Isobutyl Angelate) C(C(C)C)C/C(/C(=O)O)=C/C.C(\C(\C)=C/C)(=O)OCC(C)C